(S)-2-(dimethylamino)-N-(7-methoxy-4-(1-methyl-3-phenyl-1H-pyrazol-4-yl)quinazolin-6-yl)propenamide CN(C(C(=O)NC=1C=C2C(=NC=NC2=CC1OC)C=1C(=NN(C1)C)C1=CC=CC=C1)=C)C